2,2-dimethyl-3-(1H-pyrazol-1-yl)propionic acid methyl ester COC(C(CN1N=CC=C1)(C)C)=O